CN1N=C(C2=CC=C(C=C12)C#N)C 1,3-Dimethyl-1H-indazole-6-carbonitrile